2-aza-bicyclo[2.1.1]hexane HCl Cl.C12NCC(C1)C2